ClC=1C=C(CN2C(N(C=3N=C(N(C3C2=O)C)N[C@H]2CC[C@H](CC2)C(=O)O)C)=O)C=CC1Cl |r| (±)-(cis)-4-((1-(3,4-dichlorobenzyl)-3,7-dimethyl-2,6-dioxo-2,3,6,7-tetrahydro-1H-purin-8-yl)amino)cyclohexanecarboxylic acid